2,3-Dihydroxypropyl Dodecanoate C(CCCCCCCCCCC)(=O)OCC(CO)O